methyl 4-amino-1-methyl-1H-pyrazole-5-formate NC=1C=NN(C1C(=O)OC)C